azabicyclo[5.1.0]octane N12CCCCCC2C1